3-{[5-(3-fluorophenyl)pyridin-2-yl]amino}-N-[(5-methylfuran-2-yl)methyl]benzamide FC=1C=C(C=CC1)C=1C=CC(=NC1)NC=1C=C(C(=O)NCC=2OC(=CC2)C)C=CC1